nitrilotris(methylphosphonic acid) sodium salt [Na+].N(P(OC)([O-])=O)(P(OC)([O-])=O)P(OC)([O-])=O.[Na+].[Na+]